N-acetyl-N-(6,7-dihydrobenzo[b]thiophen-4-yl)methacrylamide C(C)(=O)N(C(C(=C)C)=O)C1=CCCC=2SC=CC21